5-(2,2,2-trifluoroethyl)-3-(trifluoromethyl)-8,9-dihydropyrido[3',2':4,5]pyrrolo[1,2-a]pyrazin FC(CC=1C2=C(N3C1C=NCC3)N=CC(=C2)C(F)(F)F)(F)F